FC1=CC(=C(C=C1)S(=O)(=O)Cl)C(F)(F)F 4-fluoro-2-(trifluoromethyl)benzenesulfonyl chloride